1-(2-chloro-6-fluorobenzyl)-3-methyl-N-((1-methyl-1H-indazol-6-yl)methyl)-2-oxo-1,2,3,4-tetrahydroquinazoline-7-carboxamide ClC1=C(CN2C(N(CC3=CC=C(C=C23)C(=O)NCC2=CC=C3C=NN(C3=C2)C)C)=O)C(=CC=C1)F